2-((5-(3-(3-Fluorophenylethyl)ureido)-2-methoxy-4-morpholinophenyl)amino)-4-(1-methyl-1H-indol-3-yl)pyrimidine-5-carboxylic acid isopropyl ester C(C)(C)OC(=O)C=1C(=NC(=NC1)NC1=C(C=C(C(=C1)NC(=O)NCCC1=CC(=CC=C1)F)N1CCOCC1)OC)C1=CN(C2=CC=CC=C12)C